(3R)-4-(2-fluoro-4-{[(3R)-3-(2-methylphenyl)piperazin-1-yl]methyl}phenyl)-3-methylmorpholine FC1=C(C=CC(=C1)CN1C[C@H](NCC1)C1=C(C=CC=C1)C)N1[C@@H](COCC1)C